(2S)-2-amino-5-(2-aminopyridin-3-yl)-N-[(7R)-5-[3-(diethylcarbamoyl)propyl]-5-azaspiro[2.4]heptan-7-yl]pent-4-ynamide N[C@H](C(=O)N[C@H]1CN(CC12CC2)CCCC(N(CC)CC)=O)CC#CC=2C(=NC=CC2)N